ClC1=C(C=CC(=C1)OC(C)C)C=1C=C2CCC([C@H](C2=CC1)NC(O[C@@H]1CN2CCC1CC2)=O)(C)C (S)-quinuclidin-3-yl ((R)-6-(2-chloro-4-isopropoxyphenyl)-2,2-dimethyl-1,2,3,4-tetrahydronaphthalen-1-yl)carbamate